N1=C(C=CC=2CCCNC12)CCC1(CC1)CN (1-(2-(5,6,7,8-tetrahydro-1,8-naphthyridin-2-yl)ethyl)cyclopropyl)methanamine